Cl.NCCCNC(C(=C)C)=O N-(3-aminopropyl)methacrylamide monohydrochloride